NCCN1N=C(N=C1)C1=CC=C(C=C1)C1=CC=C(C=C1)C1=C(C2=C(NC(=N2)OC=2C=CC(=C(C(=O)O)C2)C)C=C1F)F 5-((5-(4'-(1-(2-aminoethyl)-1H-1,2,4-triazol-3-yl)-[1,1'-biphenyl]-4-yl)-4,6-difluoro-1H-benzo[d]imidazol-2-yl)oxy)-2-methylbenzoic acid